BrC=1C2=C(N(N=C2C(=C(C1)Cl)Cl)C1OCCCC1)C=1C=NN(C1)C1OCCCC1 4-Bromo-6,7-dichloro-2-tetrahydropyran-2-yl-3-(1-tetrahydropyran-2-ylpyrazol-4-yl)indazole